COC(C(CC)=NNC1=C(C=C(C=C1Cl)C(F)(F)F)Cl)=O 2-{2-[2,6-dichloro-4-(trifluoromethyl)phenyl]hydrazono}butyric acid methyl ester